S1C(=CC=C1)C=1C2=CC=CC=C2C(=C2C=CC=CC12)C=1OC=CC1 9-(Thien-2-yl)-10-(Furan-2-yl)Anthracene